C(C1=CC=CC=C1)(=O)N[C@H](C(=O)N1[C@@H](C[C@H](C1)O)C(=O)NCC1=CC=C(C=C1)C#C)C(C)(C)C (2S,4R)-1-((S)-2-benzamido-3,3-dimethylbutanoyl)-N-(4-ethynylbenzyl)-4-hydroxypyrrolidine-2-carboxamide